Octyl 3-[4-hydroxy-3,5-bis(2-methyl-2-propanyl)phenyl]propanoate OC1=C(C=C(C=C1C(C)(C)C)CCC(=O)OCCCCCCCC)C(C)(C)C